dicyclopentadien iron dichloride [Fe](Cl)Cl.C1=CC=CC1.C1=CC=CC1